2-[4-(4-fluorophenyl)piperazin-1-yl]-6-methylpyrimidin-4(3H)-one FC1=CC=C(C=C1)N1CCN(CC1)C1=NC(=CC(N1)=O)C